ClCCN1N=CC(=C1C(F)(F)F)N 1-(2-chloroethyl)-5-(trifluoromethyl)-1H-pyrazol-4-amine